COC(/C=C/C(=O)NNC(CCC1=C(C=C(C=C1)N1CCN(CCC1)C(=O)OC(C)(C)C)C(N[C@H](C)C1=CC=CC2=CC=CC=C12)=O)=O)=O tert-Butyl 4-[4-[3-[2-[(E)-4-methoxy-4-oxo-but-2-enoyl]hydrazino]-3-oxo-propyl]-3-[[(1R)-1-(1-naphthyl)ethyl]carbamoyl]phenyl]-1,4-diazepane-1-carboxylate